C=12C(=CC3=C\C(\C=CC13)=C\C(C(C)O)C)C2 (E)-4-((3aR,4R,7R,7aR)-methanoinden-5-ylidene)-3-methylbutan-2-ol